(E)-2-hydroxy-4-methoxy-6-[2-(1-butyrylpiperidin-4-yl)vinyl]benzoic acid OC1=C(C(=O)O)C(=CC(=C1)OC)\C=C\C1CCN(CC1)C(CCC)=O